COC(=O)C=1N=C(SC1CNC1CCCC1)C1=CC(=CC=C1)C1=NOC(=C1)[C@]1(C(N(CC1)C)=O)O (R)-5-((cyclopentylamino)methyl)-2-(3-(5-(3-hydroxy-1-methyl-2-oxopyrrolidin-3-yl)isoxazol-3-yl)phenyl)thiazole-4-carboxylic acid methyl ester